(S)-cycloheptyl-({2-fluoro-4-[(2S,3R)-4-(4-methylpiperazin-1-yl)-4-oxo-3-propanamidobutan-2-yl]phenyl}carbamoyl)methylammonium C1(CCCCCC1)[NH2+]CC(NC1=C(C=C(C=C1)[C@H](C)[C@H](C(=O)N1CCN(CC1)C)NC(CC)=O)F)=O